3-Fluoro-N-((1-methylpiperidin-4-yl)methyl)-5-((1-oxo-6-(3-(trifluoromethyl)-1H-pyrazol-4-yl)-2,7-naphthyridin-2(1H)-yl)methyl)benzamide FC=1C=C(C(=O)NCC2CCN(CC2)C)C=C(C1)CN1C(C2=CN=C(C=C2C=C1)C=1C(=NNC1)C(F)(F)F)=O